3-(bromomethyl)-2-ethoxypyridine BrCC=1C(=NC=CC1)OCC